N-[(1Z)-(1-acetylpiperidin-4-yl)(4,5-dichloro-2-methoxyphenyl)methylidene]-2-methylpropane-2-sulfinamide C(C)(=O)N1CCC(CC1)/C(=N/S(=O)C(C)(C)C)/C1=C(C=C(C(=C1)Cl)Cl)OC